tert-butyl (5-(4-(1H-pyrazol-1-yl)phenyl)-1H-pyrazol-3-yl)(4-(3-chloropropanamido)-2-methylphenyl)carbamate N1(N=CC=C1)C1=CC=C(C=C1)C1=CC(=NN1)N(C(OC(C)(C)C)=O)C1=C(C=C(C=C1)NC(CCCl)=O)C